N-allyl-N'-(2-hydroxyethyl)thiourea C=CCNC(=S)NCCO